3-(dimethylamino)-2-(7-fluoro-1-(pyridazin-3-ylmethyl)-benzoimidazol-2-yl)acrylonitrile CN(C=C(C#N)C1=NC2=C(N1CC=1N=NC=CC1)C(=CC=C2)F)C